N-[(2R)-3-(10,11-dihydro-5H-dibenzo[b,f]azepin-5-yl)-2-hydroxypropyl]-4-(trifluoromethoxy)benzenesulfonimidamide C1=CC=CC=2N(C3=C(CCC21)C=CC=C3)C[C@H](CNS(=O)(=N)C3=CC=C(C=C3)OC(F)(F)F)O